CC=1N(C(=CC1)C)C1=CC(=C(C=N1)N1CCNC2(CC2)C1)OC 7-[6-(2,5-Dimethyl-1H-pyrrol-1-yl)-4-methoxypyridin-3-yl]-4,7-diazaspiro[2.5]octane